C(C)OC1=C(C=C2CC([C@H](C2=C1)NC(O[C@@H]1CN2CCC1CC2)=O)(C)C)C2=CC=C(C=C2)OCC (S)-quinuclidin-3-yl ((R)-6-ethoxy-5-(4-ethoxyphenyl)-2,2-dimethyl-2,3-dihydro-1H-inden-1-yl)carbamate